CC=1SC=C(N1)C(=O)N 2-methyl-1,3-thiazole-4-carboxamide